C(C1=CC=CC=C1)OC[C@H](CCl)OC[C@H](COS(=O)(=O)C1=CC=C(C=C1)C)O (2R)-1-{[(2R)-1-(benzyloxy)-3-chloropropan-2-yl]oxy}-3-[(4-methylbenzenesulfonyl)oxy]propan-2-ol